7-Boc-7-azaspiro[3.5]nonane-2-carboxylic acid C(=O)(OC(C)(C)C)N1CCC2(CC(C2)C(=O)O)CC1